ClC1=CC(=C(C=C1)C1=NN2C(C(N([C@@H](C2)C)C(C=C)=O)C)=C1C1=CC=NC=C1)F 1-[(6R)-2-(4-chloro-2-fluorophenyl)-4,6-dimethyl-3-(pyridin-4-yl)-6,7-dihydropyrazolo[1,5-a]pyrazin-5(4H)-yl]prop-2-en-1-one